5-(3-((1-(2-(4-(1,2-bis(4-hydroxyphenyl)but-1-en-1-yl)phenoxy)ethyl)piperidin-4-yl)methyl)-3,6-diazabicyclo[3.1.1]heptan-6-yl)-2-(2,6-dioxopiperidin-3-yl)isoindoline-1,3-dione OC1=CC=C(C=C1)C(=C(CC)C1=CC=C(C=C1)O)C1=CC=C(OCCN2CCC(CC2)CN2CC3N(C(C2)C3)C=3C=C2C(N(C(C2=CC3)=O)C3C(NC(CC3)=O)=O)=O)C=C1